3-((diphenylmethylene)amino)-8-((triisopropylsilyl)ethynyl)naphthalen-1-yl trifluoromethanesulfonate FC(S(=O)(=O)OC1=CC(=CC2=CC=CC(=C12)C#C[Si](C(C)C)(C(C)C)C(C)C)N=C(C1=CC=CC=C1)C1=CC=CC=C1)(F)F